ferric (Z)-4-oxopent-2-en-2-olate O=C(\C=C(\C)/[O-])C.[Fe+3].O=C(\C=C(\C)/[O-])C.O=C(\C=C(\C)/[O-])C